β-ureidoisobutyl vinyl ether C(=C)OCC(C)(C)NC(=O)N